CN1N=C2C=CC(=CC2=C1)C1=NC2=C(NC1=O)N=C(C=C2)OCC(F)(F)F 2-(2-methyl-2H-indazol-5-yl)-6-(2,2,2-trifluoroethoxy)pyrido[2,3-b]pyrazin-3(4H)-one